CSC(C1=CC=CC=C1)O methylthiobenzyl alcohol